1,6-diphenylhexane C1(=CC=CC=C1)CCCCCCC1=CC=CC=C1